N[C@@H]1[C@@H](CN(CC1)S(=O)(=O)C=1C=C(CN2CCC(CC2)C2=CC=C3C(=NN(C3=C2)C)N2C(NC(CC2)=O)=O)C=CC1)F (6-(1-(3-(((3R,4S)-4-amino-3-fluoropiperidin-1-yl)sulfonyl)-benzyl)piperidin-4-yl)-1-methyl-1H-indazol-3-yl)dihydropyrimidine-2,4(1H,3H)-dione